4-chloro-1-methylimidazo[4,5-c]pyridine ClC1=NC=CC2=C1N=CN2C